CC1CS(=O)(=O)CC1C 3,4-dimethylsulfolane